(S)-4-{[(Benzyloxy)carbonyl]amino}-5-[(4-{[(2S)-1,5-bis({2-[(α-D-mannopyranosyl)oxy]ethyl}amino)-1,5-dioxopentan-2-yl]amino}-4-oxobutyl)amino]-5-oxopentanoic acid C(C1=CC=CC=C1)OC(=O)N[C@@H](CCC(=O)O)C(=O)NCCCC(=O)N[C@H](C(=O)NCCO[C@@H]1[C@@H](O)[C@@H](O)[C@H](O)[C@H](O1)CO)CCC(=O)NCCO[C@@H]1[C@@H](O)[C@@H](O)[C@H](O)[C@H](O1)CO